Cyclohexylammonia C1(CCCCC1)N